4-(benzyl(tert-butoxycarbonyl)amino)pyrrolidine-2-carboxylic acid C(C1=CC=CC=C1)N(C1CC(NC1)C(=O)O)C(=O)OC(C)(C)C